4-(6-fluoropyridin-3-yl)-6-(2-oxopropoxy)pyrazolo[1,5-a]pyridine-3-carbonitrile FC1=CC=C(C=N1)C=1C=2N(C=C(C1)OCC(C)=O)N=CC2C#N